O[C@@H]1[C@H](O)[C@H](O)[C@H](O)[C@@H](O1)CO β-L-talopyranose